C(C)(C)(C)OC(=O)N1C(COCC1)CCC(=O)NC1=NC=C(C(=C1)C1=C2N(N=C1)CC(C2)(C)C)Cl (3-((5-chloro-4-(5,5-dimethyl-5,6-dihydro-4H-pyrrolo[1,2-b]pyrazol-3-yl)pyridin-2-yl)amino)-3-oxopropyl)morpholine-4-carboxylic acid tert-butyl ester